OC1CN2CCC(C2(C1)C(=O)OCC)=C ethyl 6-hydroxy-1-methylenetetrahydro-1H-pyrrolizine-7a(5H)-carboxylate